N1C=CC2=CC=C(C=C12)C(=O)N1CC(CCC1)C=1SC(=NN1)C1=C(C=CC=C1)C(F)(F)F (1H-indol-6-yl)(3-(5-(2-(trifluoromethyl)phenyl)-1,3,4-thiadiazol-2-yl)piperidin-1-yl)methanone